ClC=1C(=NC2=CC=CC=C2C1)N1CCN(CC1)C 3-chloro-2-(4-methylpiperazin-1-yl)quinoline